C(C)OC1=C(C(=O)NOCC)C=CC(=C1)C1=NC=NC(=C1)NCCN1C(=CC2=C(C=CC(=C12)F)OC)C 2,N-Diethoxy-4-{6-[2-(7-fluoro-4-methoxy-2-methyl-indol-1-yl)-ethylamino]-pyrimidin-4-yl}-benzamide